BrC1=C(C(=NC=C1)NC1=CC(CC(C1)(C)C)=O)I 3-[(4-bromo-3-iodo-2-pyridyl)amino]-5,5-dimethyl-cyclohex-2-en-1-one